C(CCCCCCCCCCCCCCCCCCC)N Eicosylamin